1-methyl-N-((1S)-1-(3-(3-methylpiperidin-1-yl)-1,2,4-oxadiazol-5-yl)ethyl)-3-(trifluoromethyl)-1H-pyrazole-5-carboxamide CN1N=C(C=C1C(=O)N[C@@H](C)C1=NC(=NO1)N1CC(CCC1)C)C(F)(F)F